2-((4-methoxy-2-(1-methoxyvinyl)phenyl)ethynyl)aniline COC1=CC(=C(C=C1)C#CC1=C(N)C=CC=C1)C(=C)OC